C(CCCCCCC)N[C@@H](CCCCNCCCCCCCC)C(=O)O N,N'-dioctyl-lysine